CC1(CCCC1)C(=O)NC=1SC2=C(N1)C=CC(=C2)OC(F)(F)F 1-methyl-N-[6-(trifluoromethoxy)-1,3-benzothiazol-2-yl]cyclopentane-1-carboxamide